OCCCOCCOCCOCCOCCNC(OC(C)(C)C)=O tert-butyl (15-hydroxy-3,6,9,12-tetraoxapentadecyl)carbamate